ClC1=C(N)C(=CC=C1)C 2-chloro-6-Methylaniline